(E)-4-Chloro-1-(4-((3-methyl-4-((6-methylpyridin-3-yl)oxy)phenyl)amino)-5,6-dihydropyrido[4',3':4,5]thieno[2,3-d]pyrimidin-7(8H)-yl)but-2-en-1-one ClC/C=C/C(=O)N1CC2=C(C3=C(N=CN=C3NC3=CC(=C(C=C3)OC=3C=NC(=CC3)C)C)S2)CC1